CO[C@H]1[C@H](CNCC1)N(C(OC(C)(C)C)=O)C tert-butyl ((3S,4R)-4-methoxypiperidin-3-yl)(methyl)carbamate